3-(4-chlorophenyl)-1-phenyl-1-propanone ClC1=CC=C(C=C1)CCC(=O)C1=CC=CC=C1